COC(=O)C1(N(C2=CC=CC=C2C1)C(=O)OC(C)(C)C)CCNC1=CC=C(C=C1)Br (2-((4-bromophenyl)amino)ethyl)indoline-1,2-dicarboxylic acid 1-tert-butyl 2-methyl ester